3-(trifluoromethyl)piperidine-1-carboxamide FC(C1CN(CCC1)C(=O)N)(F)F